methyl 2-(3-aminophenyl)-2-methylpropanoate NC=1C=C(C=CC1)C(C(=O)OC)(C)C